C(C)(=O)C1=NN(C2=CC=C(C=C12)C(=O)[O-])CC(=O)N(C(C)C)CC(=O)NCC1=C(C(=CC=C1)Cl)F 3-acetyl-1-(2-((2-((3-chloro-2-fluorophenylmethyl) amino)-2-oxoethyl) (isopropyl) amino)-2-oxoethyl)-1H-indazole-5-carboxylate